FC1=CC(=CC2=C1OC(CO2)C2=CC=C(C=C2)C(F)(F)F)CNC(OC(C)(C)C)=O tert-butyl ((8-fluoro-2-(4-(trifluoromethyl)phenyl)-2,3-dihydrobenzo[b][1,4]dioxin-6-yl)methyl)carbamate